3-(ethylsulfanyl)pyridine-2-carbonitrile C(C)SC=1C(=NC=CC1)C#N